N[C@H]1C[C@H](CCC1)N1C=CC=2C1=NC=C(C2)C#N 1-((1S,3R)-3-aminocyclohexyl)-1H-pyrrolo[2,3-b]pyridine-5-carbonitrile